N3-Methyl-N3-phenyl-9H-pyrido[3,4-b]indole-1,3-dicarboxamide CN(C(=O)C1=CC2=C(NC3=CC=CC=C23)C(=N1)C(=O)N)C1=CC=CC=C1